C(C)(C)(C)OC(=O)N1CCCCC1 piperidin-1-Formic acid tert-butyl ester